CC1(CN=C(OC1)NC1=CC(=C(OC2=C3C(=NC=C2)NC=C3C3=CC=C(C=C3)C(=O)N3C[C@@H](O[C@@H](C3)C)C)C(=C1)F)F)C (4-(4-(4-((5,5-dimethyl-5,6-dihydro-4H-1,3-oxazin-2-yl)amino)-2,6-difluorophenoxy)-1H-pyrrolo[2,3-b]pyridin-3-yl)phenyl)(cis-2,6-diMethylmorpholino)methanone